CN(C=O)CCC N-methyl-N-propylformamide